C(C#C)NC=1C2=C(N(C(N1)=O)C=1C=NC=CC1)N=C(C=C2)C(F)(F)F 4-(prop-2-yn-1-ylamino)-1-(pyridin-3-yl)-7-(trifluoromethyl)pyrido[2,3-d]pyrimidin-2(1H)-one